bis{(t-butyldimethylsilyl)amino}ethylvinylsilane Tert-butyl-((mesitylsulfonyl)oxy)-λ2-azanecarboxylate C(C)(C)(C)C1=C(C(=C(C=C1C)C)S(=O)(=O)O[N]C(=O)O)C.[Si](C)(C)(C(C)(C)C)NC(CC=C[SiH3])N[Si](C)(C)C(C)(C)C